4-(3-bromo-2-chloro-phenyl)-2,3-dichloro-pyridine BrC=1C(=C(C=CC1)C1=C(C(=NC=C1)Cl)Cl)Cl